3-(1-(3-(5-bromopyrimidine-2-yl)benzyl)-6-oxo-1,6-dihydropyridazin-3-yl)benzonitrile BrC=1C=NC(=NC1)C=1C=C(CN2N=C(C=CC2=O)C=2C=C(C#N)C=CC2)C=CC1